FC1=CC=C(C=C1)C=1C(=C(N2C1C(=NC=C2)NCC2=CC=C(C=C2)OC)C)C2=CCC1(CCN(CC1)C(=O)OC(C)(C)C)CC2 tert-butyl 9-(8-(4-fluorophenyl)-1-((4-methoxybenzyl)amino)-6-methylpyrrolo[1,2-a]pyrazin-7-yl)-3-azaspiro[5.5]undec-8-ene-3-carboxylate